C(C)OC(C1=CN=C(C(=C1NC(=O)NCC(Cl)(Cl)Cl)F)C1=CC(=CC2=CC=C(C(=C12)C#C[Si](C(C)C)(C(C)C)C(C)C)F)OCOC)=O 5-fluoro-6-(7-fluoro-3-(methoxymethoxy)-8-((triisopropylsilyl)ethynyl)naphthalene-1-yl)-4-(3-(2,2,2-trichloroethyl)ureido)nicotinic acid ethyl ester